[2-fluoro-4-(triazol-1-yl)phenyl]methanol FC1=C(C=CC(=C1)N1N=NC=C1)CO